O=C1NC(CCC1N1C(C2=CC=CC(=C2C1=O)N(C1CCC(CC1)C(=O)N1C[C@@H](CC1)C(=O)O)C)=O)=O (3R)-1-[(1r,4r)-4-{[2-(2,6-dioxopiperidin-3-yl)-1,3-dioxo-2,3-dihydro-1H-isoindol-4-yl](methyl)amino}cyclohexanecarbonyl]pyrrolidine-3-carboxylic acid